(3R,7R)-9-(1-(5-Cyclopropylpyrazin-2-yl)ethyl)-2-(3,4-dichlorobenzoyl)-3,7-dimethyl-1,2,3,4,8,9-hexahydropyrido[4',3':3,4]pyrazolo[1,5-a]pyrazin-10(7H)-one C1(CC1)C=1N=CC(=NC1)C(C)N1C(C=2N([C@@H](C1)C)N=C1C2CN([C@@H](C1)C)C(C1=CC(=C(C=C1)Cl)Cl)=O)=O